3-[(3-fluoro-2-methoxyphenyl)amino]-2-(3-{2-[(2S)-2-methylpyrrolidin-2-yl]ethynyl}pyridin-4-yl)-1H,5H,6H,7H-pyrrolo[3,2-c]pyridin-4-one FC=1C(=C(C=CC1)NC1=C(NC2=C1C(NCC2)=O)C2=C(C=NC=C2)C#C[C@]2(NCCC2)C)OC